C(C)(C)(C)OC(=O)N(C1=CC=C(C=C1)C1C(C(CNC1)C(=O)OC)C(=O)OC)C dimethyl 5-(4-((tert-butoxycarbonyl)(methyl)amino)phenyl)piperidine-3,4-dicarboxylate